BrC1=CC=C2C(OC(C2=C1)=O)CC1=C(C=CC=C1)CC 6-bromo-3-(2-ethylbenzyl)isobenzofuran-1(3H)-one